ammonium 12-(heptylthio)dodecyl (R)-(((1-(6-amino-9H-purin-9-yl)propan-2-yl)oxy)methyl) phosphonate P(OCCCCCCCCCCCCSCCCCCCC)(OCO[C@@H](CN1C2=NC=NC(=C2N=C1)N)C)=O.[NH4+]